5-(4-bromo-2-methoxyphenyl)-3-(4-methoxybenzyl)-3,6-dihydro-7H-[1,2,3]triazolo[4,5-d]pyrimidin-7-one BrC1=CC(=C(C=C1)C=1NC(C2=C(N1)N(N=N2)CC2=CC=C(C=C2)OC)=O)OC